ClC=1C=C(C=C2C=CC=NC12)C1=CNC2=NC=C(C=C21)C(=O)NCCCNC(OC(C)(C)C)=O tert-Butyl N-(3-{[3-(8-chloroquinolin-6-yl)-1H-pyrrolo[2,3-b]pyridin-5-yl]formamido}propyl)carbamate